C(C1=CC=CC=C1)[C@@H]1N(C(OC1)=O)C(CCC1=CC=CC=C1)=O (S)-4-benzyl-3-(3-phenylpropanoyl)oxazolidin-2-one